3-((methyl(1-(3,3,3-trifluoropropyl)azetidin-3-yl)carbamoyl)oxy)propane-1,2-diyl bis(decanoate) C(CCCCCCCCC)(=O)OCC(COC(N(C1CN(C1)CCC(F)(F)F)C)=O)OC(CCCCCCCCC)=O